O=C1N(C(C=C1)=O)CCC(=O)NCCOCCOCCOCCOC1=CC=C(C=C1)C=1N=NC(=NN1)C 3-(2,5-dioxopyrrol-1-yl)-N-[2-[2-[2-[2-[4-(6-methyl-1,2,4,5-tetrazin-3-yl)phenoxy]ethoxy]ethoxy]-ethoxy]ethyl]propanamide